CC1([C@H](C1)C(=O)N1CC2(C1)CN(CC2C(=O)N)C=2SC=C(N2)C(F)(F)F)C 2-((S)-2,2-dimethylcyclopropanecarbonyl)-6-(4-(trifluoromethyl)thiazol-2-yl)-2,6-diazaspiro[3.4]octane-8-carboxamide